C[C@@]1(N(CCC1)C(C1=CC=CC=C1)=O)C(=O)O.CN(C1CCN(CC1)C1CCN(CC1)C1=C(C=C(C(=C1)OC)NC1=NC=NC(=C1)N1OCC[C@@H]1C1=CC=C(C=C1)F)NC(C=C)=O)C N-(2-(4-(dimethylamino)-[1,4'-bipiperidine]-1'-yl)-5-((6-((R)-3-(4-fluorophenyl)isoxazolidine-2-yl)pyrimidine-4-yl)amino)-4-methoxyphenyl)acrylamide Methyl-Benzoyl-L-Prolinate